COC(=O)C1=NC(=C(C=C1N)C(F)(F)F)Br 3-Amino-6-bromo-5-trifluoromethyl-pyridine-2-carboxylic acid methyl ester